2-(4-(2-phenoxyethoxy)phenyl)ethan-1-ol O(C1=CC=CC=C1)CCOC1=CC=C(C=C1)CCO